2-methyl-2-phenyl-2,3-dihydroquinazolin-4(1H)-one CC1(NC2=CC=CC=C2C(N1)=O)C1=CC=CC=C1